5-(1H-indol-3-yl)thiazolo[5,4-d]pyrimidine N1C=C(C2=CC=CC=C12)C=1N=CC2=C(N1)SC=N2